N-(4-(4-methylpiperazin-1-yl)phenethyl)-4,9-dioxo-4,9-dihydrothiazolo[5,4-g]isoquinoline-2-carboxamide CN1CCN(CC1)C1=CC=C(CCNC(=O)C=2SC=3C(C=4C=CN=CC4C(C3N2)=O)=O)C=C1